N1=C(C=CC=C1)S(=O)C1=CC=C(C(=O)OC(C)C)C=C1 Isopropyl 4-(2-pyridylsulfinyl)benzoate